stearyl-1,3,5-trimethyl-2,4,6-tris(3,5-di-tert-butyl-4-hydroxybenzyl)benzene C(CCCCCCCCCCCCCCCCC)C1(C(C(=C(C(=C1CC1=CC(=C(C(=C1)C(C)(C)C)O)C(C)(C)C)C)CC1=CC(=C(C(=C1)C(C)(C)C)O)C(C)(C)C)C)CC1=CC(=C(C(=C1)C(C)(C)C)O)C(C)(C)C)C